2-methyl-5-(p-tolyl)-1,3,4-thiadiazole CC=1SC(=NN1)C1=CC=C(C=C1)C